5-((3,4-dimethoxyphenethyl)methylamino)-2-(3,4-dimethoxyphenyl)-2-isopropyl-valeronitrile COC=1C=C(CCCNCCCC(C#N)(C(C)C)C2=CC(=C(C=C2)OC)OC)C=CC1OC